fluoro-4-(4-methylpyrimidin-2-yl)phenol FC1=C(C=CC(=C1)C1=NC=CC(=N1)C)O